3-acetyl-bromo-1,7-naphthyridin-2(1H)-one C(C)(=O)C=1C(N(C2=CN=CC=C2C1)Br)=O